(6S)-6-[2-Chloro-3-(1-methyl-2-oxopyridin-4-yl)phenyl]-2-imino-6-methyl-3-[(2S,4S)-2-methyl-tetrahydropyran-4-yl]hexahydro-pyrimidin-4-one trifluoroacetic acid salt FC(C(=O)O)(F)F.ClC1=C(C=CC=C1C1=CC(N(C=C1)C)=O)[C@@]1(CC(N(C(N1)=N)[C@@H]1C[C@@H](OCC1)C)=O)C